FC1=CC=CC=2C(=NCC(OC21)(C)C)C=2C=NC1=CC=CC=C1C2 9-fluoro-2,2-dimethyl-5-(3-quinolyl)-3H-1,4-benzoxaazepine